BrC1=C(C(=CC2=C1N(C=N2)C(C)C)C(=O)OC)F methyl 7-bromo-6-fluoro-1-isopropyl-1H-benzo[d]imidazole-5-carboxylate